2-(aminomethyl)-4-chlorobenzonitrile trifluoroacetate FC(C(=O)O)(F)F.NCC1=C(C#N)C=CC(=C1)Cl